methyl 1-amino-4-(benzyloxy)-7-(trifluoromethyl)isoquinoline-3-carboxylate NC1=NC(=C(C2=CC=C(C=C12)C(F)(F)F)OCC1=CC=CC=C1)C(=O)OC